1,3-bis(3-methacryloxypropyl) tetramethyldisiloxane carbamate C(N)(O)=O.C(C(=C)C)(=O)OCCC[Si](O[Si](CCCOC(C(=C)C)=O)(C)C)(C)C